FC1=NC=C(C=C1CCC=1C(=NC(=CN1)C=1C=NC(=CC1)C(C)O)C(=O)N)OC (2-(2-fluoro-5-methoxypyridin-3-yl)ethyl)-6-(6-(1-hydroxyethyl)pyridin-3-yl)pyrazine-2-carboxamide